[N+](#[C-])C1=CC=C(C=C1)C1=CC=2C3=C(NC2C=C1)CCN(C3)C(=O)C=3C=NC=CC3 (8-(4-isocyanophenyl)-1,3,4,5-tetrahydro-2H-pyrido[4,3-b]indol-2-yl)(pyridin-3-yl)methanone